5-(1-((6-chloro-2-methylpyridin-3-yl)methyl)-3-methyl-4,6-dihydropyrrolo[3,4-c]pyrazol-5(1H)-yl)quinoline-8-carbonitrile ClC1=CC=C(C(=N1)C)CN1N=C(C2=C1CN(C2)C2=C1C=CC=NC1=C(C=C2)C#N)C